4,4'-dihydroxydiphenyl-biphenyl OC1=C(C(=C(C=C1)C1=CC=C(C=C1)O)C1=CC=CC=C1)C1=CC=CC=C1